FC(CNC(C1=C(C=CC(=C1)Br)N)=O)F N-2,2-difluoroethyl-2-amino-5-bromobenzamide